R-methylbenzyl-ammonium iodide [I-].C[NH2+]CC1=CC=CC=C1